6-(4-Methylpent-1-yn-1-yl)-N2,N4-bis((R)-1,1,1-trifluoropropan-2-yl)-1,3,5-triazine-2,4-diamine CC(CC#CC1=NC(=NC(=N1)N[C@@H](C(F)(F)F)C)N[C@@H](C(F)(F)F)C)C